N-({5-[5-(difluoromethyl)-1,3,4-oxadiazol-2-yl]-1,3-thiazol-2-yl}methyl)-2-{6-oxa-3-azabicyclo[3.1.1]heptan-3-yl}-N-(pyridin-3-yl)ethane-1-sulfonamide FC(C1=NN=C(O1)C1=CN=C(S1)CN(S(=O)(=O)CCN1CC2OC(C1)C2)C=2C=NC=CC2)F